methyl 5-(4-hydroxy-1-methyl-5-oxopyrrolidin-2-yl)-2-methoxybenzoate OC1CC(N(C1=O)C)C=1C=CC(=C(C(=O)OC)C1)OC